(S)-quinuclidin-3-yl (2,2-dimethyl-6-(4-(trifluoromethoxy)phenyl)-1,2,3,4-tetrahydronaphthalen-1-yl)carbamate CC1(C(C2=CC=C(C=C2CC1)C1=CC=C(C=C1)OC(F)(F)F)NC(O[C@@H]1CN2CCC1CC2)=O)C